1-hydroxy-4-chloro-2-naphthoic acid methyl ester COC(=O)C1=C(C2=CC=CC=C2C(=C1)Cl)O